N-hydroxy-2-(quinoxalin-6-ylamino)acetamide ONC(CNC=1C=C2N=CC=NC2=CC1)=O